N-methyl-5-{[3-(5-{[(oxan-4-yl)amino]methyl}-1-(2,2,2-trifluoroethyl)-1H-indol-2-yl)prop-2-yn-1-yl]amino}-N-(propan-2-yl)pyridine-2-carboxamide CN(C(=O)C1=NC=C(C=C1)NCC#CC=1N(C2=CC=C(C=C2C1)CNC1CCOCC1)CC(F)(F)F)C(C)C